6-(4-cyclopropyl-6-methoxypyrimidin-5-yl)-1-(4-(1-isopropyl-4-(trifluoromethyl)-1H-imidazol-2-yl)-2-((4-methoxybenzyl)oxy)benzyl)-1H-pyrazolo[3,4-d]pyrimidine C1(CC1)C1=NC=NC(=C1C1=NC=C2C(=N1)N(N=C2)CC2=C(C=C(C=C2)C=2N(C=C(N2)C(F)(F)F)C(C)C)OCC2=CC=C(C=C2)OC)OC